N-[[2-[5-(difluoromethyl)-1,3,4-oxadiazol-2-yl]thiazol-5-yl]methyl]-N-(5-fluoro-3-pyridyl)ethanesulfonamide FC(C1=NN=C(O1)C=1SC(=CN1)CN(S(=O)(=O)CC)C=1C=NC=C(C1)F)F